tert-butyl (S)-(1-(2-aminoethoxy)propan-2-yl)carbamate NCCOC[C@H](C)NC(OC(C)(C)C)=O